FC(S(=O)(=O)OC1=CCCC2=CC(=CC(=C12)C#N)F)(F)F 8-cyano-6-fluoro-3,4-dihydronaphthalen-1-yl trifluoromethanesulfonate